N-((1-(7-HYDROXY-6-(TRIFLUOROMETHYL)QUINAZOLIN-4-YL)PIPERIDIN-3-YL)METHYL)METHANESULFONAMIDE OC1=C(C=C2C(=NC=NC2=C1)N1CC(CCC1)CNS(=O)(=O)C)C(F)(F)F